2-([(4-ACETYLPHENYL)SULFONYL]AMINO)PROPANOIC ACID C(C)(=O)C1=CC=C(C=C1)S(=O)(=O)NC(C(=O)O)C